[Ca+2].C(C(=C)C)(=O)NCCCS(=O)(=O)[O-].C(C(=C)C)(=O)NCCCS(=O)(=O)[O-] 3-methacrylamidopropanesulfonic acid, calcium salt